C(C)C1=CC=C(C=C1)N1N=CC(=C1)C=1C=C2C(=CNC2=CC1)NS(=O)(=O)C(C)C1COCC1 N-(5-(1-(4-ethylphenyl)-1H-pyrazol-4-yl)-1H-indol-3-yl)-1-(tetrahydrofuran-3-yl)ethane-1-sulfonamide